5-(azetidin-3-yloxy)-2-methyl-N-((R)-1-(3-(5-(((1S,4R)-3-oxo-2-azabicyclo[2.2.1]heptan-2-yl)methyl)thiophen-2-yl)phenyl)ethyl)benzamide N1CC(C1)OC=1C=CC(=C(C(=O)N[C@H](C)C2=CC(=CC=C2)C=2SC(=CC2)CN2[C@H]3CC[C@@H](C2=O)C3)C1)C